O=C([C@H](O)[C@@H](O)[C@H](O)[C@H](O)CO)O.O=C([C@H](O)[C@@H](O)[C@H](O)[C@H](O)CO)O.ClC1=CC=C(C=C1)NC(NC(NCCCCCCNC(=N)NC(=N)NC1=CC=C(C=C1)Cl)=N)=N hexamethylenebis[5-(p-chlorophenyl)biguanide] di-D-gluconate